4-tert-butylphenyl salicylate C(C=1C(O)=CC=CC1)(=O)OC1=CC=C(C=C1)C(C)(C)C